Tert-butyl 2-(4-(5-chloro-2-(1H-tetrazol-1-yl) phenyl)-2,5-dioxapiperazin-1-yl)-3-phenylpropionate ClC=1C=CC(=C(C1)N1CON(CO1)C(C(=O)OC(C)(C)C)CC1=CC=CC=C1)N1N=NN=C1